C(CCC)OC(C(=O)O)OCCCC di-n-butoxyacetic acid